ClC=1C=C(NC2(CCC3([C@H](CC4=CC=CC=C34)C[C@H](COC3=CC=NC=4CCCC(C34)(F)F)C)CC2)C(=O)OC)C=CC1 methyl (1r,2'S,4S)-4-(3-chloroanilino)-2'-{(2R)-3-[(5,5-difluoro-5,6,7,8-tetrahydroquinolin-4-yl)oxy]-2-methylpropyl}-2',3'-dihydrospiro[cyclohexane-1,1'-indene]-4-carboxylate